C1(=CC=CC2=CC=CC=C12)C=1C(=C(C=2C3(C4=CC(=CC=C4C2C1)NC1=CC=CC=C1)C1=CC=CC=C1C=1C=CC=CC13)C1=CC=CC3=CC=CC=C13)NC1=CC=CC=C1 di(naphthalene-1-yl)-N,N'-di(phenyl)-2,7-diamino-9,9-spirobifluorene